iron Nickel-cobalt [Co].[Ni].[Fe]